1-(5-methyl-2-((tetrahydro-2H-pyran-4-yl)amino)-pyrimidin-4-yl)-N-((6-methyl-pyridin-2-yl)methyl)-1H-imidazole-4-carboxamide CC=1C(=NC(=NC1)NC1CCOCC1)N1C=NC(=C1)C(=O)NCC1=NC(=CC=C1)C